2-[[4-[4-ethoxy-5-isopropoxy-2-(2H-tetrazol-5-yl)phenyl]piperazin-1-yl]-methyl]-1,3-benzo-thiazole C(C)OC1=CC(=C(C=C1OC(C)C)N1CCN(CC1)CC=1SC2=C(N1)C=CC=C2)C=2N=NNN2